CN(C1CC(C1)OC1=NC=C(C=C1NS(=O)(=O)C1=CC=CC=C1)C1=CC=2C3=C(C=NC2C=C1)N(C(C31CC1)=O)C)C N-(2-(3-(Dimethylamino)cyclobutoxy)-5-(3'-methyl-2'-oxo-2',3'-dihydrospiro[cyclopropane-1,1'-pyrrolo[2,3-c]quinolin]-8'-yl)pyridin-3-yl)benzenesulfonamide